N-(2,2-difluoroethyl)-6-fluoro-N-(3-fluoro-5-(4,4,4-trifluoro-3,3-dimethylbut-1-yn-1-yl)phenyl)-[1,2,4]triazolo[4,3-a]quinazolin-5-amine FC(CN(C1=NC=2N(C3=CC=CC(=C13)F)C=NN2)C2=CC(=CC(=C2)C#CC(C(F)(F)F)(C)C)F)F